The molecule is a pyrimidone that is uracil with a methyl group at position 3. It has a role as a metabolite. It is a pyrimidone and a nucleobase analogue. It derives from a uracil. CN1C(=O)C=CNC1=O